1-Isopropyl-3,5-bis(3-nitrobenzylidene)piperidin-4-one C(C)(C)N1CC(C(C(C1)=CC1=CC(=CC=C1)[N+](=O)[O-])=O)=CC1=CC(=CC=C1)[N+](=O)[O-]